N-{6,7-dimethoxy-1H,2H,3H-cyclopenta[b]quinolin-9-yl}-2,3-dimethylpiperidin-4-amine COC=1C(=CC=2C(=C3C(=NC2C1)CCC3)NC3C(C(NCC3)C)C)OC